((3,5-difluoropyridin-2-yl)methoxy)-5',6-dimethyl-2-oxo-2H-[1,4'-bipyridine] FC=1C(=NC=C(C1)F)COC=1C(N(C(=CC1)C)C1=CC=NC=C1C)=O